[2H]C1C(NC(C(N1)[2H])[2H])[2H] piperazine-d4